2-[4-[[2-(4-cyclopropyl-6-methoxy-pyrimidin-5-yl)-5H-pyrrolo[3,2-d]pyrimidin-7-yl]-hydroxy-methyl]phenyl]-1-methyl-imidazole-4-carbonitrile C1(CC1)C1=NC=NC(=C1C=1N=CC2=C(N1)C(=CN2)C(C2=CC=C(C=C2)C=2N(C=C(N2)C#N)C)O)OC